C(C)(=O)C1=CC2=C(OCCO2)C=C1 6-acetyl-1,4-benzodioxan